C(#N)C1=CN=C2N1C(=CC(=C2)C=2N=NN(C2C)C2CCN(CC2)C(=O)OC(C)(C)C)OC(COC)C=2C=NC=C(C2)C(F)(F)F tert-Butyl 4-[4-[3-cyano-5-[2-methoxy-1-[5-(trifluoromethyl)-3-pyridyl]ethoxy]imidazo[1,2-a]pyridin-7-yl]-5-methyl-triazol-1-yl]piperidine-1-carboxylate